(difluoromethyl)-1'-oxo-1'H-spiro[cyclopropane-1,4'-isoquinoline] FC(F)C1=NC(C2=CC=CC=C2C12CC2)=O